(R)-N-(2-(3-fluoropyrrolidin-1-yl)ethyl)-7-oxo-7H-benzo[h]pyrido[2,1-b]quinazoline-12-carboxamide hydrochloride Cl.F[C@H]1CN(CC1)CCNC(=O)C1=CC=CN2C1=NC=1C3=C(C=CC1C2=O)C=CC=C3